Pyridyl Disulfide N1=C(C=CC=C1)SSC1=NC=CC=C1